tert-butyl 3-[3-(2-chloro-6-methyl-phenyl)-7-[(2,4-dimethoxyphenyl) methylamino]-2-oxo-4H-pyrido[4,3-d]pyrimidin-1-yl]azetidine-1-carboxylate ClC1=C(C(=CC=C1)C)N1C(N(C2=C(C1)C=NC(=C2)NCC2=C(C=C(C=C2)OC)OC)C2CN(C2)C(=O)OC(C)(C)C)=O